(4-((3-(4-(((3S,4R)-3-fluoro-1-methylpiperidin-4-yl)amino)-1-(2,2,2-trifluoroethyl)-1H-indol-2-yl)prop-2-yn-1-yl)amino)-3-methoxybenzoyl)glycine F[C@H]1CN(CC[C@H]1NC1=C2C=C(N(C2=CC=C1)CC(F)(F)F)C#CCNC1=C(C=C(C(=O)NCC(=O)O)C=C1)OC)C